CC1=CC=C(C=C1)C(C=CC1=CC=CC=C1)=O 1-(4-methyl-phenyl)-3-phenyl-2-propen-1-one